O1C(COCC1)COC1=NC(N2C(C3=CC=C(C=C3CC2)C2=CC=C(C=C2)OC)=C1)=O 2-([1,4]Dioxan-2-ylmethoxy)-9-(4-methoxy-phenyl)-6,7-dihydro-pyrimido[6,1-a]isoquinolin-4-one